C(C)(C)(C)OC(=O)N1C(CC(C1)O)CO.C[C@@H]1N[C@@H](CNC1)C (2S,6R)-2,6-dimethyl-piperazine tert-butyl-4-hydroxy-2-(hydroxymethyl)pyrrolidine-1-carboxylate